C(CCC)P(CCC)=O butylpropylphosphine oxide